1,3-bis(2,2-dimethyl-1,3-dioxacyclopent-4-ylmethyl)carbodiimide CC1(OCC(O1)CN=C=NCC1OC(OC1)(C)C)C